biphenyl-4,4-diamine C1(=CCC(C=C1)(N)N)C1=CC=CC=C1